(2S,4R)-4-(difluoromethoxy)-1-((3-methyl-4-phenoxybenzoyl)glycyl)pyrrolidine-2-carboxylic acid FC(O[C@@H]1C[C@H](N(C1)C(CNC(C1=CC(=C(C=C1)OC1=CC=CC=C1)C)=O)=O)C(=O)O)F